CN1CC=NC2=CC=CC=C12 N-methylquinoxaline